(12aS)-3,4,12,12a-tetrahydro-7-(phenylmethoxy)-12-[[(2R)-tetrahydro-2-furanyl]carbonyl]-1H-[1,4]oxazino[3,4-c]pyrido[2,1-f]-[1,2,4]triazine-6,8-di-one C1(=CC=CC=C1)COC=1C(C=CN2N([C@@H]3N(C(C21)=O)CCOC3)C(=O)[C@@H]3OCCC3)=O